ClC1=C(C=C(C=C1)B(O)O)C#N 4-CHLORO-3-CYANOPHENYLBORONIC ACID